NC1=C(C(=CC(=N1)C1=CC(=C(C=C1)C1=CN(C(O1)=O)[C@H]1C(NC(CC1)=O)=O)F)C)C (R)-3-(5-(4-(6-amino-4,5-dimethylpyridin-2-yl)-2-fluorophenyl)-2-oxooxazol-3(2H)-yl)piperidine-2,6-dione